2-Methyl-1,2-propandiol Carbonate C(O)(O)=O.CC(CO)(C)O